1-benzothiophene-2-carboxylic acid benzyl ester C(C1=CC=CC=C1)OC(=O)C=1SC2=C(C1)C=CC=C2